3-[2-(4-fluorobenzyl)imidazo[2,1-b][1,3]thiazol-6-yl]-2H-chromen-2-one FC1=CC=C(CC2=CN3C(S2)=NC(=C3)C=3C(OC2=CC=CC=C2C3)=O)C=C1